O=C(CCOCCOCCOCCOCCOCCOCCOCCOCCOCCOCCOCCOC)NCCC(=O)O 38-oxo-2,5,8,11,14,17,20,23,26,29,32,35-dodecaoxa-39-azadotetracontane-42-oic acid